CNC(C1=CC(=CC=C1)C=1C=CC=2N(N1)C(=CN2)C)=O N-Methyl-3-(3-methylimidazo[1,2-b]pyridazin-6-yl)benzamide